3-(7-chloro-4-oxo-1,4-dihydroquinolin-2-yl)-4-(methylthio)benzonitrile ClC1=CC=C2C(C=C(NC2=C1)C=1C=C(C#N)C=CC1SC)=O